(S)-1-((6-cyano-5-(trifluoromethyl)pyridin-3-yl)amino)-3-(4-chlorophenoxy)-2-methyl-1-oxopropane-2-yl nicotinate C(C1=CN=CC=C1)(=O)O[C@](C(=O)NC=1C=NC(=C(C1)C(F)(F)F)C#N)(COC1=CC=C(C=C1)Cl)C